BrC1=CC=C(C=N1)C(C#N)C 2-(6-bromopyridin-3-yl)propionitrile